C1=NC=CC2=CC(=CC=C12)C1=CN=C(S1)NC(=O)C1CN(C1)C(=O)OC(C)(C)C tert-butyl 3-((5-(isoquinolin-6-yl)thiazol-2-yl)carbamoyl)azetidine-1-carboxylate